N1C=C(C2=CC=CC=C12)CCN1[C@@H](CCC1)C(CC)O 1-((S)-1-(2-(1H-indol-3-yl)ethyl)pyrrolidin-2-yl)propan-1-ol